Butyl-Thiazole C(CCC)C=1SC=CN1